The molecule is a dinitroglycerol that is glycerol in which both of the primary hydroxy groups have been converted to the corresponding nitrate estes. It has a role as a vasodilator agent. It is a dinitroglycerol and a secondary alcohol. C(C(CO[N+](=O)[O-])O)O[N+](=O)[O-]